BrC=1C=CC(=C2C(CCC12)=O)OC(=O)N(C)C 1-[(7-bromo-3-oxo-2,3-dihydro-1H-inden-4-yl)oxy]-N,N-dimethylformamide